ClC1=CC2=C(N=C(S2)C23CC(C2)(C3)NC(=O)C=3OC(=CC3)CS(=O)(=O)C)C=C1 N-[3-(6-chloro-1,3-benzothiazol-2-yl)-1-bicyclo[1.1.1]pentanyl]-5-(methylsulfonylmethyl)furan-2-carboxamide